C1(=CC=CC=C1)S(=O)(=O)O.C1(=CC=CC=C1)S(=O)(=O)O benzenesulfonic acid (benzenesulfonate)